C1(CC1)C1=CC(=CC=2CCOC21)NC(C2=C(C=C(C=C2)I)N2CCC1(CC1)CC2)=O N-(7-cyclopropyl-2,3-dihydrobenzofuran-5-yl)-4-iodo-2-(6-azaspiro[2.5]octan-6-yl)benzamide